N-{4-[7-(cyclopropylmethyl)-3-(4-fluorophenyl)-5-methyl-4-oxo-4,5,6,7-tetrahydro-1H-pyrrolo[3,2-c]pyridin-2-yl]pyridin-2-yl}-4,4-difluoro-2-(4-fluorophenyl)butanamide C1(CC1)CC1C2=C(C(N(C1)C)=O)C(=C(N2)C2=CC(=NC=C2)NC(C(CC(F)F)C2=CC=C(C=C2)F)=O)C2=CC=C(C=C2)F